CC1=CC=C(CC2(CC=CC3=CC=CC(=C23)N)N)C=C1 1-(4-methylbenzyl)naphthalene-1,8-diamine